CN(C)CCCCCCCCCCCCCCCCCCCCCCCCCCCCCCCCC (Dimethylamino)propyltriacontan